C(C)(C)(C)OC(=O)N1CCN(CC1)C1=NC=C(C=C1)C=CC(=O)OC 4-(5-(3-methoxy-3-oxoprop-1-en-1-yl)pyridin-2-yl)piperazine-1-carboxylic acid tert-butyl ester